C12(CCCCCCC(CCCC1)C2)OC(C=C)=O.ClC2=CC=C1C(=CC(=NC1=C2)N(CCNS(=O)(=O)C2CC2)C)N2C=NC=C2 N-(2-((7-Chloro-4-(1H-imidazol-1-yl)quinolin-2-yl)(methyl)amino)ethyl)cyclopropanesulfonamide bicyclo[6.4.1]tridecanyl-acrylate